ClC1=C(C(=NC=C1)N)OC (4-chloro-3-methoxy-2-pyridinyl)amine